ClC1=C(C=CC(=C1)Cl)C=1C=CC(=NC1)C(=C)C(F)(F)F 5-(2,4-dichlorophenyl)-2-(3,3,3-trifluoroprop-1-en-2-yl)pyridine